ClC=1C=C(OCC=2C=C(C=CC2)B(O)O)C=CC1 (3-((3-chlorophenoxy)methyl)phenyl)boronic acid